ClC1=CC=C(C=N1)N1C(N(C=C1)C=1C(=NC=CC1C1=C(C=CC=C1)F)N1C[C@H](CC1)F)=O (S)-1-(6-chloropyridin-3-yl)-3-(4-(2-fluorophenyl)-2-(3-fluoropyrrolidin-1-yl)pyridin-3-yl)-1,3-dihydro-2H-imidazol-2-one